tert-butyl N-[(2S,3S)-1-bromo-3-fluorobutan-2-yl]carbamate BrC[C@H]([C@H](C)F)NC(OC(C)(C)C)=O